C(C)OC(=O)C1=C(N=C(S1)NC1=NC(=CC(=N1)C1=CC=C(C=C1)C(=O)O)N(C1CCN(CC1)C)C)C 2-[4-(4-carboxy-phenyl)-6-[N-methyl-N-(1-N-methyl-piperidin-4-yl)-amino]-pyrimidin-2-ylamino]-4-methylthiazole-5-carboxylic acid ethyl ester